(dimethylphenanthrenyl(methylphenanthrenyl))biphenyl CC=1C(=C(C=2C=CC3=CC=CC=C3C2C1)C=1C(=C(C=2C=CC3=CC=CC=C3C2C1)C1=C(C=CC=C1)C1=CC=CC=C1)C)C